(5-Bromo-2-(oxiran-2-ylmethoxy)pyridin-3-yl)methanesulfonamide BrC=1C=C(C(=NC1)OCC1OC1)CS(=O)(=O)N